FC(C1=NN=C(O1)C1=CC(=C(CN(S(=O)(=O)C(C)CC)C2=CC=CC=C2)C=C1)F)F N-(4-(5-(difluoromethyl)-1,3,4-oxadiazol-2-yl)-2-fluorobenzyl)-N-phenylbutane-2-sulfonamide